OC1C(C2CCC1(C2(C)C)C)NC(=O)C2=C(C=CC(=C2)C)S(=O)(=O)N [[(3-hydroxy-4,7,7-trimethylbicyclo[2.2.1]hept-2-yl)amino]carbonyl]-4-methylbenzenesulfonamide